Cl.COC1=NC(=CC(=C1)NC=1C(=NC(=C(N1)NC)C=1C2=C(N=NC1)N(C=N2)C)C(=O)N)C 3-[(2-methoxy-6-methyl-4-pyridinyl)amino]-5-(methylamino)-6-(7-methylimidazo[4,5-c]pyridazin-4-yl)pyrazine-2-carboxamide hydrochloride